N1=CC=NC2=CC(=CC=C12)/C=C/C(=O)C1=CC=C(C=C1)OC(F)(F)F (E)-3-(quinoxalin-6-yl)-1-(4-(trifluoromethoxy)phenyl)prop-2-en-1-one